C[C@@H]1N(CC1)C1=NC(=CC(=N1)N1[C@@H]2CN([C@H](C1)C2)CC(=O)O)C(F)(F)F 2-((1S,4S)-5-(2-((S)-2-Methylazetidin-1-yl)-6-(trifluoromethyl)pyrimidin-4-yl)-2,5-diazabicyclo[2.2.1]heptane-2-yl)acetic acid